N1=NC(=CC2=C1C1=C(CCC2)C=CC=C1)N1N=C(N=C1N)NC1=CC(=C(C=C1)N1CCC(CC1)N(C)C1CCCC1)F 1-(6,7-dihydro-5H-benzo[6,7]cyclohepta[1,2-c]pyridazin-3-yl)-N3-(3-fluoro-4-(4-(N-methylcyclopentylamino)piperidinyl)phenyl)-1H-1,2,4-triazole-3,5-diamine